ClC=1C=2C(=CNC2C2=C(C1)CN(S(N2)(=O)=O)CCNC(C)=O)Cl N-(2-(6,7-dichloro-2,2-dioxido-4,9-dihydro-[1,2,6]thiadiazino[4,3-g]indol-3(1H)-yl)ethyl)acetamide